The molecule is the S-phytanoyl derivative of coenzyme A. It derives from a coenzyme A and a phytanic acid. It is a conjugate acid of a phytanoyl-CoA(4-). CC(C)CCCC(C)CCCC(C)CCCC(C)CC(=O)SCCNC(=O)CCNC(=O)[C@@H](C(C)(C)COP(=O)(O)OP(=O)(O)OC[C@@H]1[C@H]([C@H]([C@@H](O1)N2C=NC3=C(N=CN=C32)N)O)OP(=O)(O)O)O